IC1=CC=C(C=C1)[C@H](C)NC=1C2=C(N=C(N1)N)OC(=C2)C N4-[(1S)-1-(4-iodophenyl)ethyl]-6-methyl-furo[2,3-d]pyrimidine-2,4-diamine